C(C)(C)(C)OC(=O)NC1(CC1)COS(=O)(=O)C1=CC=C(C=C1)C (1-((tert-butyloxycarbonyl)amino)cyclopropyl)methyl-4-methylbenzenesulfonate